BrC=1C=NN2C1N=C(N=C2O)SC 8-Bromo-2-(methylsulfanyl)pyrazolo[1,5-a][1,3,5]triazin-4-ol